C[C@H]1[C@@H]([C@H]([C@H]([C@@H](O1)O)O[C@H]2[C@@H]([C@@H]([C@H]([C@@H](O2)C)O)O)O[C@H]3[C@@H]([C@H]([C@@H]([C@H](O3)CO)O)O[C@H]4[C@@H]([C@@H]([C@H]([C@@H](O4)C)O)O[C@H]5[C@@H]([C@@H]([C@H]([C@@H](O5)C)O)O)O[C@H]6[C@@H]([C@@H]([C@H]([C@@H](O6)C)O)O)O[C@H]7[C@@H]([C@H]([C@@H]([C@H](O7)CO)O)O[C@H]8[C@@H]([C@@H]([C@H]([C@@H](O8)C)O)O[C@H]9[C@@H]([C@@H]([C@H]([C@@H](O9)C)O)O)O[C@H]1[C@@H]([C@@H]([C@H]([C@@H](O1)C)O)O)O)O)NC(=O)C)O)NC(=O)C)O)O The molecule is a ten-membered glucosamine oligosaccharide comprising eight alpha-L-rhamnosyl residues (one at the reducing end) and two N-acetyl-beta-D-glucosaminyl residues in a linear sequence.